C(CC)N1C=C(C2=CC(=CC=C12)NC(=O)C=1N=CNC1)C#N N-(1-propyl-3-cyano-1H-indol-5-yl)-1H-imidazole-4-carboxamide